C(#N)C1=C(C(=O)N[C@H]2C[C@H](CCC2)NC2=CC(=NC3=CC=C(C=C23)F)C(F)(F)F)C=CC=C1 2-cyano-N-[(1r,3s)-3-{[6-fluoro-2-(trifluoromethyl)quinolin-4-yl]amino}cyclohexyl]benzamide